ClC=1C=C(C=CC1OC)NC(=O)N1C2CCC1CC=1N=CN=CC12 (±)-N-(3-chloro-4-methoxyphenyl)-6,7,8,9-tetrahydro-5H-5,8-epiminocyclohepta[d]-pyrimidine-10-carboxamide